di-(t-butyl)carbodiimide C(C)(C)(C)N=C=NC(C)(C)C